C[C@]1(O)C[C@@H](O)[C@H](O)[C@H](O1)CN methyl-2,6-dideoxy-6-amino-β-D-glucopyranose